C(=C)C1SSCC=C1 3-vinyl-1,2-dithiacyclohex-4-ene